tert-butyl (S)-5-amino-4-(4-(2-(benzyloxy)ethoxy)-1,3-dioxoisoindolin-2-yl)-5-oxopentanoate NC([C@H](CCC(=O)OC(C)(C)C)N1C(C2=CC=CC(=C2C1=O)OCCOCC1=CC=CC=C1)=O)=O